C(C)(C)(C)OC(=O)NC1=C(C=NC(=C1)C#CCCC(C)(C)O[Si](C)(C)C(C)(C)C)C(=O)OCC ethyl 4-(tert-butoxycarbonylamino)-6-[5-[tert-butyl(dimethyl) silyl]oxy-5-methyl-hex-1-ynyl]pyridine-3-carboxylate